C(CC)OC1=C(O)C=CC(=C1)O propoxyhydroquinone